N-(5-(2-((3aR,5R,6aS)-2-(2,2,2-trifluoroethyl)octahydrocyclopenta[c]pyrrol-5-yl)ethoxy)-1H-indol-3-yl)spiro[2.3]hexane-1-carboxamide FC(CN1C[C@@H]2[C@H](C1)CC(C2)CCOC=2C=C1C(=CNC1=CC2)NC(=O)C2CC21CCC1)(F)F